N1=NC=CC2=CC(=CC=C12)C1=CNC=2N=C(N=C(C21)OC)NC2CC(C2)(C)NC(CC)=O N-((1r,3r)-3-((5-(cinnolin-6-yl)-4-methoxy-7H-pyrrolo[2,3-d]pyrimidin-2-yl)amino)-1-methylcyclobutyl)propionamide